(R)-4-(3H-[1,2,3]triazolo[4,5-b]pyridin-3-yl)-N-(3-chloro-4-methylpyridin-2-yl)-2-fluoro-N-(piperidin-3-yl)benzamide N1=NN(C2=NC=CC=C21)C2=CC(=C(C(=O)N([C@H]1CNCCC1)C1=NC=CC(=C1Cl)C)C=C2)F